Racemic-1-(3-isopropylcyclobutyl)-3-(isoquinolin-4-yl)-2-oxoimidazoline-4-carbonitrile C(C)(C)C1CC(C1)N1C(N([C@H](C1)C#N)C1=CN=CC2=CC=CC=C12)=O |r|